(E)-4-(Dimethylamino)-N-(isoindolin-4-yl)-N-methylbut-2-enamide hydrochloride Cl.CN(C/C=C/C(=O)N(C)C1=C2CNCC2=CC=C1)C